3-[1-[2,6-difluoro-4-(2-isopropylthio-3-pyridinyl)phenyl]azetidin-3-yl]propionic acid FC1=C(C(=CC(=C1)C=1C(=NC=CC1)SC(C)C)F)N1CC(C1)CCC(=O)O